BrC=1C=CC2=C(NC(=N2)C)C1[N+](=O)[O-] 6-bromo-2-methyl-7-nitro-1H-benzo[d]imidazole